N-(3-morpholinopropyl)-1H-indazole-1-carboxamide O1CCN(CC1)CCCNC(=O)N1N=CC2=CC=CC=C12